phosphate di-choline OCC[N+](C)(C)C.OCC[N+](C)(C)C.P(=O)([O-])([O-])O